S(=O)(=O)([O-])[O-].[Mg+2].CC=1C=C(C=C(C1O)C)C(C)(C)C1=CC(=C(C(=C1)C)O)C 2,2-bis(3,5-dimethyl-4-hydroxyphenyl)propane magnesium sulfate